N1=CC=CC=2C1=CN=CC2 pyrido[2,3-C]pyridine